3-[4,5-dimethylthiazol-2-yl]-2,5-diphenyltetrazolium bromide [Br-].CC=1N=C(SC1C)N1N([NH2+]C(=N1)C1=CC=CC=C1)C1=CC=CC=C1